[(3S)-1-methylpyrrolidin-3-yl] 2-[[4-[[2-(6-methyl-2-pyridyl)pyrimidin-4-yl]amino]pyrimidin-2-yl]amino]thiazole-4-carboxylate CC1=CC=CC(=N1)C1=NC=CC(=N1)NC1=NC(=NC=C1)NC=1SC=C(N1)C(=O)O[C@@H]1CN(CC1)C